FC(C1(C(C1)N/C=C/C=C(C(=O)OC)C(=O)OC)C)F dimethyl 2-((E)-3-((2-(difluoromethyl)-2-methylcyclopropyl)amino)allylidene)malonate